CC1=NC(=CC(=N1)NC1=NN2C(C=C(C=C2)C2=C(C=NC(=C2)C)OCC(C)(C)NS(=O)(=O)C)=C1)C N-[2-[[4-[2-[(2,6-dimethylpyrimidin-4-yl)amino]pyrazolo[1,5-a]pyridin-5-yl]-6-methyl-3-pyridyl]oxy]-1,1-dimethyl-ethyl]methanesulfonamide